N1(N=NC2=C1C=CC=C2)C[N+](C)(C)C 1-(1H-benzo[d][1,2,3]triazol-1-yl)-N,N,N-trimethylmethylammonium